1-(1-methoxy-3-methylbutan-2-yl)-1H-pyrazol COCC(C(C)C)N1N=CC=C1